COCN(C1=NC(=NC(=N1)N(COC)COC)N(COC)COC)COC (2,4,6-tris[bis(methoxymethyl)amino])-1,3,5-triazine